Thiophene-2-carboxylic acid 2,5-dioxopyrrolidin-1-yl ester O=C1N(C(CC1)=O)OC(=O)C=1SC=CC1